CC(COOP(=O)(OOCC(C)C)SCC(C(=O)O)C)C 3-[[bis(2-methylpropyloxy)phosphono]thio]-2-methylpropanoic acid